7-cyclopropylquinolin-3-amine C1(CC1)C1=CC=C2C=C(C=NC2=C1)N